trans-N-(6-thiazol-2-yl-tetrahydro-pyran-3-yl)-carbamic acid isopropyl ester C(C)(C)OC(N[C@@H]1CO[C@H](CC1)C=1SC=CN1)=O